BrN1C(=CC=C1C)C#N bromo-5-methyl-1H-pyrrole-2-carbonitrile